C(C)(C)(C)OC(=O)N1CC(C1)OC=1C=C2C(=NC(=NC2=CC1)C1=CC=2N(C=N1)C=CC2)O 3-(4-hydroxy-2-pyrrolo[1,2-c]pyrimidin-3-yl-quinazolin-6-yl)oxy-azetidine-1-carboxylic acid tert-butyl ester